N-ethylaminosulfanilamide C(C)NNS(=O)(C1=CC=C(C=C1)N)=O